O1CCC(CC1)C1=NC(=NO1)C1=CC2=C(N(N=N2)C(C)C)C=C1 5-[5-(oxan-4-yl)-1,2,4-oxadiazol-3-yl]-1-(propan-2-yl)-1H-1,2,3-benzotriazole